FC1=C(OC=2N=CC(=NC2)NC(=O)[C@H](C)N2CC(N(CC2)C(=O)C2=C(C=[N+](C=C2)[O-])CO)(C)C)C=CC(=C1)F 4-{4-[(1S)-1-{[5-(2,4-difluorophenoxy)pyrazin-2-yl] carbamoyl} ethyl]-2,2-dimethylpiperazine-1-carbonyl}-3-(hydroxymethyl)pyridin-1-ium-1-olate